9,9',9''-(4,6-bis(4,6-diphenylpyrimidin-2-yl)benzene-1,2,3-triyl)tris(9H-carbazole) C1(=CC=CC=C1)C1=NC(=NC(=C1)C1=CC=CC=C1)C1=C(C(=C(C(=C1)C1=NC(=CC(=N1)C1=CC=CC=C1)C1=CC=CC=C1)N1C2=CC=CC=C2C=2C=CC=CC12)N1C2=CC=CC=C2C=2C=CC=CC12)N1C2=CC=CC=C2C=2C=CC=CC12